O=C1N(CCC(N1)=O)C=1C=C(C(=O)OC2=C(C(=C(C(=C2F)F)F)F)F)C=CC1C(F)(F)F pentafluorophenyl 3-(2,4-dioxotetrahydropyrimidin-1(2H)-yl)-4-(trifluorometh-yl)benzoate